OCCNCC=1C=NC2=C(N=CC=C2C1)N1C=CC=2C(=CC=CC12)C=1C=2C=CN(C2C=CC1)C(=O)C=1SC=2CNCCC2N1 (1'-(3-(((2-hydroxyethyl)amino)methyl)-1,7-naphthyridin-8-yl)-[4,4'-biindol]-1-yl)(4,5,6,7-tetrahydrothiazolo[5,4-c]pyridin-2-yl)methanone